C(C)S(=O)(=O)C1=CC=C(CC=2C(=NC=3CCC(C(C3C2)=O)C)C(=O)N)C=C1 (4-(ethylsulfonyl)benzyl)-6-methyl-5-oxo-5,6,7,8-tetrahydroquinoline-2-carboxamide